water tert-butyl-(5-methyl-2-oxohexyl)carbamate C(C)(C)(C)N(C(O)=O)CC(CCC(C)C)=O.O